1,2-di-tert-butyl (3S)-1,2-diazinane-1,2,3-tricarboxylate N1(N([C@@H](CCC1)C(=O)[O-])C(=O)OC(C)(C)C)C(=O)OC(C)(C)C